2-(4-cyclopropyl-6-methoxypyrimidin-5-yl)-N-(((1R,5S,6r)-3-(1-isopropyl-4-(trifluoromethyl)-1H-imidazol-2-yl)-3-azabicyclo[3.1.0]hexan-6-yl)methyl)imidazo[2,1-f][1,2,4]triazin-4-amine C1(CC1)C1=NC=NC(=C1C1=NN2C(C(=N1)NCC1[C@@H]3CN(C[C@H]13)C=1N(C=C(N1)C(F)(F)F)C(C)C)=NC=C2)OC